CC(C(=O)OC)(C)C Methyl 2,2-dimethyl-propionate